(S)-(1-(5,7-dichloro-8-fluoro-2-(methylthio)pyrido[4,3-d]pyrimidin-4-yl)pyrrolidin-2-yl)methanol ClC1=NC(=C(C=2N=C(N=C(C21)N2[C@@H](CCC2)CO)SC)F)Cl